ClC1=CC=C(OC[C@H]2N(C3CC([C@@H]2C)C3)C(=O)C3=NC(=CC=C3N3N=CC=N3)C)C=C1 |o1:7,12| (3S,4S) or (3R,4R)-3-[(4-chlorophenoxy)methyl]-4-methyl-2-[6-methyl-3-(2H-1,2,3-triazol-2-yl)pyridin-2-carbonyl]-2-azabicyclo[3.1.1]heptane